2-(3-(3-(tert-butylcarbamoyl)phenyl)-5-(cyclopropylmethyl)-4-(4-sulfamoylbenzyl)-1H-pyrazol-1-yl)thiazole-4-carboxylic acid C(C)(C)(C)NC(=O)C=1C=C(C=CC1)C1=NN(C(=C1CC1=CC=C(C=C1)S(N)(=O)=O)CC1CC1)C=1SC=C(N1)C(=O)O